BrCC(=O)C12COC(CC1)(C2)CC 2-bromo-1-(1-ethyl-2-oxabicyclo[2.2.1]heptan-4-yl)ethan-1-one